2-methyl-6-(1-methyltriazol-4-yl)spiro[piperidine-4,7'-thieno[2,3-c]pyran]-4'-ol CC1NC(CC2(OC=C(C3=C2SC=C3)O)C1)C=1N=NN(C1)C